C(C)(C)N1N=CC(=C1)C1=CC(=NC=C1)NCC1CCC(CC1)C=1C=CC(=C(C#N)C1)OC 5-(4-(((4-(1-Isopropyl-1H-pyrazol-4-yl)pyridin-2-yl)amino)methyl)cyclohexyl)-2-methoxybenzonitrile